BrC1=CC(=C2C(=NC=NC2=C1)NC=1C(=C2C=CC=NC2=CC1)F)O[C@@H](C)[C@H]1NCCOC1 7-bromo-N-(5-fluoroquinolin-6-yl)-5-((S)-1-((S)-morpholin-3-yl)ethoxy)quinazolin-4-amine